3-(3-methyl-5-(trifluoromethyl)phenyl)propanoic acid CC=1C=C(C=C(C1)C(F)(F)F)CCC(=O)O